ClP1(=NP(=NP(=N1)(Cl)Cl)(N)N)Cl 4,4,6,6-tetrachloro-1,3,5-triaza-2,4,6-triphosphacyclohexa-1,3,5-triene-2,2-diamine